3,4-dibenzyloxy-6-bromo-beta-nitrostyrene C(C1=CC=CC=C1)OC=1C=C(C=C[N+](=O)[O-])C(=CC1OCC1=CC=CC=C1)Br